C1(=CC=C(C=C1)N(C1=CC=C(/C=C/C2=CC=C(C(=C2)C=2C(=CC=C(C2)\C=C\C2=CC=C(C=C2)N(C2=CC=C(C=C2)C)C2=CC=C(C=C2)C)N)N)C=C1)C1=CC=C(C=C1)C)C 5,5'-bis((E)-4-(di-p-toluylamino)styryl)-[1,1'-biphenyl]-2,2'-diamine